1,1'-(decane-1,10-diyl)bis(cyclopropane-1-carboxylic acid) C(CCCCCCCCCC1(CC1)C(=O)O)C1(CC1)C(=O)O